8-fluoro-7-(7-fluoro-3-(methoxymethoxy)-8-((triisopropylsilyl)ethynyl)naphthalene-1-yl)-6-nitroquinazoline FC=1C(=C(C=C2C=NC=NC12)[N+](=O)[O-])C1=CC(=CC2=CC=C(C(=C12)C#C[Si](C(C)C)(C(C)C)C(C)C)F)OCOC